CC1=CC(=NN1C1=CC=C(C=C1)OC(F)(F)F)N1CC2CCC(CC2C1)N1CCOCC1 4-[2-[5-methyl-1-[4-(trifluoromethoxy)phenyl]pyrazol-3-yl]-1,3,3a,4,5,6,7,7a-octahydroisoindol-5-yl]morpholine